1-(2-chloroquinazolin-4-yl)-N-(2-(imidazo[1,2-a]pyridin-3-yl)propan-2-yl)azetidine-3-carboxamide ClC1=NC2=CC=CC=C2C(=N1)N1CC(C1)C(=O)NC(C)(C)C1=CN=C2N1C=CC=C2